(±)-ethyl 2-[4-[(1S)-1-[(4-chloro-5-methoxy-1-methyl-indole-2-carbonyl)amino]-2-hydroxy-ethyl]phenyl]butanoate ClC1=C2C=C(N(C2=CC=C1OC)C)C(=O)N[C@H](CO)C1=CC=C(C=C1)[C@H](C(=O)OCC)CC |&1:25|